C1(CC1)NCCC1=CNC2=CC=CC=C12 N-CYCLOPROPYLTRYPTAMINE